OCCCCCCOC1=CC=C(C=C1)N=NC1=CC=C(C=C1)OCCCCCCO 4,4'-bis(6-hydroxyhexyloxy)azobenzene